3-(1-((1-(4-(3-Acetylphenoxy)-3-isopropylbenzyl)piperidin-4-yl)methyl)-1H-1,2,3-triazol-4-yl)-5-fluoro-1H-indole-2-carboxylic acid isobutyl ester C(C(C)C)OC(=O)C=1NC2=CC=C(C=C2C1C=1N=NN(C1)CC1CCN(CC1)CC1=CC(=C(C=C1)OC1=CC(=CC=C1)C(C)=O)C(C)C)F